C(C=C)(=O)OCCOC(CCCC(=O)O)=O.ClC1=CC(=C(C=C1)C1(OC2=C(C=CC=C2C=C1)N1CCCCC1)C)F (2-(4-chloro-2-fluorophenyl)-2-methyl-2H-chromen-8-yl)piperidine (2-prop-2-enoyloxyethyl)pentanedioate